5-bromo-7-(but-3-en-1-yloxy)pyrazolo[1,5-a]Pyridine BrC1=CC=2N(C(=C1)OCCC=C)N=CC2